5-(1-(2,4-difluorophenyl)-5-(3,5-dimethylisoxazol-4-yl)-1H-pyrrolo[2,3-b]pyridin-3-yl)-4-ethoxypicolinic acid FC1=C(C=CC(=C1)F)N1C=C(C=2C1=NC=C(C2)C=2C(=NOC2C)C)C=2C(=CC(=NC2)C(=O)O)OCC